ClC1=C2C(=NC=C1C=1C=C(C=CC1)N1C(CN(CC1)CCN1CCN(CC1)C(=O)OC(C)(C)C)=O)NC=C2CC tert-butyl 4-(2-(4-(3-(4-chloro-3-ethyl-1H-pyrrolo[2,3-b]pyridin-5-yl)phenyl)-3-oxopiperazin-1-yl)ethyl)piperazine-1-carboxylate